6-((2-((4-(4-ethylpiperazin-1-yl)phenyl)amino)thieno[2,3-d]pyrimidin-4-yl)amino)pyridin C(C)N1CCN(CC1)C1=CC=C(C=C1)NC=1N=C(C2=C(N1)SC=C2)NC2=CC=CC=N2